(3R,4R)-N,N-Dibenzyl-1-(1-methoxy-2-methylpropan-2-yl)-4-(2-methoxyethoxy)pyrrolidin-3-amine C(C1=CC=CC=C1)N([C@@H]1CN(C[C@H]1OCCOC)C(COC)(C)C)CC1=CC=CC=C1